(5-((4-chlorophenoxy)methyl)-1,3,4-thiadiazol-2-yl)-4-(2-fluoro-6-methoxy-3-(trifluoromethyl)phenyl)-6-methylnicotinamide ClC1=CC=C(OCC2=NN=C(S2)C2=C(C(=O)N)C(=CC(=N2)C)C2=C(C(=CC=C2OC)C(F)(F)F)F)C=C1